[Cu].[Sn].[Ti] titanium-tin-copper